BrC=1C(=CC(=C(C1)NC1=NC=NC(=C1[N+](=O)[O-])Cl)N1CCN(CCC1)C)F N-(5-bromo-4-fluoro-2-(4-methyl-1,4-diazepan-1-yl)phenyl)-6-chloro-5-nitropyrimidin-4-amine